C(C)C(C(=O)O)CCCC.C(C)C(C(=O)O)CCCC.C(C)C(C(=O)O)CCCC.CN(C)CC1=C(C(=CC(=C1)CN(C)C)CN(C)C)O 2,4,6-tris(dimethylaminomethyl)phenol tris(2-ethylhexanoate)